C(C)(C)N1C(=NN=C1)C1=CC(=NC=C1)N 4-(4-isopropyl-4H-1,2,4-triazol-3-yl)pyridin-2-amine